[Na].O=C1C(NCCN1)=O diketopiperazine sodium salt